8-methoxynaphtho[1,2-b]benzofuran-10-amine COC=1C=C(C2=C(C3=C(O2)C=2C=CC=CC2C=C3)C1)N